(R,R/S)-N'-((3-hydroxy-1,2,3,5,6,7-hexahydro-s-indacen-4-yl)carbamoyl)-2-(2-hydroxy-propan-2-yl)thiazole-5-sulfonimidamide O[C@@H]1CCC2=CC=3CCCC3C(=C12)NC(=O)N=[S@](=O)(N)C1=CN=C(S1)C(C)(C)O |&1:1|